(dimethoxyphosphoryl)ethyl-(2,4-dichlorophenoxy)acetate COP(=O)(OC)CCOC(COC1=C(C=C(C=C1)Cl)Cl)=O